CSC1=CC=C(C#N)C=C1 4-(methylthio)benzonitrile